C=1(C(=CC=CC1O)C=1C(=C(C=CC1)O)C)C bi-cresol